3-(2,4-bis(trifluoromethyl)phenyl)-7-fluoro-1-(3-(pyridazin-3-yl)prop-2-ynyl)-4,5-dihydro-1H-benzo[b]azepin-2(3H)-one FC(C1=C(C=CC(=C1)C(F)(F)F)C1CCC2=C(N(C1=O)CC#CC=1N=NC=CC1)C=CC(=C2)F)(F)F